OC1=C2C(C=C(OC2=CC(=C1)O)C1=CC2=C(OC(C(O2)CO)C2=CC(=C(C=C2)O)OC)C=C1)=O 5,7-dihydroxy-2-[2-(4-hydroxy-3-methoxyphenyl)-3-(hydroxymethyl)-2,3-dihydro-1,4-benzodioxin-6-yl]chromen-4-one